FC1=CC=C2CC[C@@H](C2=C1)NC(C1=CN=C(C=C1)C1=C2C(=NC=C1)N(C=C2)COCC[Si](C)(C)C)=O (S)-N-(6-Fluoro-2,3-dihydro-1H-inden-1-yl)-6-(1-((2-(trimethylsilyl)ethoxy)methyl)-1H-pyrrolo[2,3-b]pyridin-4-yl)nicotinamide